Methyl acetate (methyl propionate) CC(C(=O)O)C.C(C)(=O)OC